1-((2-fluorobenzyl)oxy)-2-methylpropan-2-amine FC1=C(COCC(C)(N)C)C=CC=C1